3-(4-ethoxy-4-oxobutyl)-2-oxo-3,4-dihydroquinoline C(C)OC(CCCC1C(NC2=CC=CC=C2C1)=O)=O